S1C=C(C2=C1C=CC=C2)C=2N(C(=CC2C(=O)O)C2=C1C(=NC=C2)NC=C1)COCC[Si](C)(C)C 2-(1-benzothiophen-3-yl)-5-(1H-pyrrolo[2,3-b]pyridin-4-yl)-1-{[2-(trimethylsilyl)ethoxy]methyl}-1H-pyrrole-3-carboxylic acid